Dimethylamine octadecenedioate C(C=CCCCCCCCCCCCCCCC(=O)O)(=O)O.CNC